2-bromo-1-phenyl-2-p-toluenesulfonyl-ethanone tert-butyl-6-chloro-8-(5-(methoxycarbonyl)-2-methylpyridin-4-yl)-2,3-dihydro-4H-benzo[b][1,4]oxazine-4-carboxylate C(C)(C)(C)OC(=O)N1C2=C(OCC1)C(=CC(=C2)Cl)C2=CC(=NC=C2C(=O)OC)C.BrC(C(=O)C2=CC=CC=C2)S(=O)(=O)C2=CC=C(C)C=C2